stearyl isostearate stearyl-oleate C(CCCCCCCCCCCCCCCCC)OC(CCCCCCC\C=C/CCCCCCCC)=O.C(CCCCCCCCCCCCCCC(C)C)(=O)OCCCCCCCCCCCCCCCCCC